phenylsilicon oxide C1(=CC=CC=C1)[Si]=O